C/C=C/C1=CC2=C(C3=C(C(=C(C(=C3C(O2)OC(C)C)C=O)OC)O)O)C(=O)O1 The molecule is an organic heterotricyclic compound that is 1H,6H-pyrano[4,3-c]isochromene-7-carbaldehyde substituted by hydroxy groups at positions 9 and 10, methoxy group at position 8, oxo group at position 1, a propan-2-yloxy group at position 6 and a propenyl group at position 3. It is isolated from the fermented mushroom Cyathus stercoreus and exhibits radical scavenging activities. It has a role as a radical scavenger and a fungal metabolite. It is a delta-lactone, an arenecarbaldehyde, an aromatic ether, a cyclic ether, an organic heterotricyclic compound, a polyketide and a polyphenol.